2-TERTIARY BUTYLCYCLOHEXYL ACETATE C(C)(=O)OC1C(CCCC1)C(C)(C)C